N-cyclohexyl-4-{1-[(5-fluoropyridin-2-yl)carbamoyl]cyclobutyl}benzamide calcium [Ca].C1(CCCCC1)NC(C1=CC=C(C=C1)C1(CCC1)C(NC1=NC=C(C=C1)F)=O)=O